(S)-4-(((S)-2-fluoro-3-methoxypropyl)(4-(5,6,7,8-tetrahydro-1,8-naphthyridin-2-yl)butyl)amino)-2-((5-phenylpyrimidin-4-yl)amino)butanoic acid F[C@@H](CN(CC[C@@H](C(=O)O)NC1=NC=NC=C1C1=CC=CC=C1)CCCCC1=NC=2NCCCC2C=C1)COC